FC1=C(C=CC(=C1)F)CN(C(=O)NCC1=CC2=C(C(=NO2)C)C=C1)C1CCN(CC1)C 1-[(2,4-difluorophenyl)methyl]-3-[(3-methyl-1,2-benzoxazol-6-yl)methyl]-1-(1-methylpiperidin-4-yl)urea